7-methoxy-3-[2-(pyridin-2-yl)-5H,6H,7H-cyclopenta[d]pyrimidin-4-yl]-2,3,4,5-tetrahydro-1H-3-benzazepine COC1=CC2=C(CCN(CC2)C=2C3=C(N=C(N2)C2=NC=CC=C2)CCC3)C=C1